5-chloro-2-[(5R)-5-methyl-4-[5-methyl-2-(2H-1,2,3-triazol-2-yl)benzoyl]-1,4-diazacycloheptan-1-yl]-1,3-benzoxazole ClC=1C=CC2=C(N=C(O2)N2CCN([C@@H](CC2)C)C(C2=C(C=CC(=C2)C)N2N=CC=N2)=O)C1